trimethyl-((tetrahydro-2H-pyran-4-yl)ethynyl)silane C[Si](C#CC1CCOCC1)(C)C